2-(4-carbonyl-cyclohexyl)acetic acid C(=O)=C1CCC(CC1)CC(=O)O